C(C)(C)(C)OC(=O)N(C=1C=C(C=C2C(C(NC12)=O)(C)N1C[C@@H](CCC1)OC1=CC(=C(C(=O)O)C=C1)Cl)F)CC 4-[[(3R)-1-[7-[tert-butoxycarbonyl(ethyl)amino]-5-fluoro-3-methyl-2-oxo-indolin-3-yl]-3-piperidyl]oxy]-2-chloro-benzoic acid